2'-chloro-N-(5-chloro-6-(2H-1,2,3-triazol-2-yl)pyridin-3-yl)-2,3,4',5,6-pentafluoro-[1,1'-biphenyl]-4-carboxamide ClC1=C(C=CC(=C1)F)C1=C(C(=C(C(=C1F)F)C(=O)NC=1C=NC(=C(C1)Cl)N1N=CC=N1)F)F